ClC1=CC=C(C=C1)C1(N(C(C2=CC(=CC=C12)C(C)(C)O)=O)CC1=CC=C(C=C1)Cl)OCC1(CC1)CO 3-(4-chlorophenyl)-2-[(4-chlorophenyl)methyl]-3-{[1-(hydroxymethyl)cyclopropyl]methoxy}-6-(2-hydroxypropan-2-yl)-2,3-dihydro-1H-isoindol-1-one